2,4-di-t-butyl-6-{(E)-[(1-hydroxy-3,3-dimethylbutane-2-yl)imino]methyl}phenol C(C)(C)(C)C1=C(C(=CC(=C1)C(C)(C)C)/C=N/C(CO)C(C)(C)C)O